C(C)C(C(=O)[O-])CCCC.C(C)C(C(=O)[O-])CCCC.C(CCC)[Sn+2]CCCC dibutyl-tin bis(2-ethylhexanoate)